[C@H]12CN(C[C@H](CC1)N2)C2=NC(=NC1=C(C(=C(C=C21)Cl)C2=CC(=CC1=CC=C(C(=C21)C#C)F)O)F)OC[C@H]2N(CCC2)C 4-(4-((1R,5S)-3,8-diazabicyclo[3.2.1]oct-3-yl)-6-chloro-8-fluoro-2-(((S)-1-methylpyrrolidin-2-yl)methoxy)quinazolin-7-yl)-5-ethynyl-6-fluoronaphthalene-2-ol